Cl.CC1=C(C=CC=C1)CCN 2-methylphenylethylamine hydrochloride